FC1(C2CCC=3N(C21)N=C(C3C3=C2C(=NC(=C3)C)NN=C2)C2=NC=C(C=C2)F)F (Racemic)-6,6-Difluoro-2-(5-fluoropyridin-2-yl)-3-(6-methyl-1H-pyrazolo[3,4-b]pyridin-4-yl)-5,5a,6,6a-tetrahydro-4H-cyclopropa[e]pyrazolo[1,5-a]pyridine